Cl.N1CC(C1)N1N=CC(=C1)C1=NC2=CC=C(C=C2C(=N1)N1[C@H](COCC1)C1=CC=CC=C1)C=1C(=NOC1C)C (S)-4-(2-(1-(azetidin-3-yl)-1H-pyrazol-4-yl)-6-(3,5-dimethylisoxazol-4-yl)quinazolin-4-yl)-3-phenylmorpholine HCl